NC=1C=C2C(=NC1C#N)N(C=N2)CC(F)(F)F 6-amino-3-(2,2,2-trifluoroethyl)imidazo[4,5-b]pyridine-5-carbonitrile